N[C@@H](C(=O)OCC)C1=CC(=CC=C1)OC(F)(F)F ethyl (R)-2-amino-2-(3-(trifluoromethoxy)phenyl)acetate